tert-butyl (2R,5R)-5-ethyl-2-methylpiperazine-1-carboxylate C(C)[C@H]1NC[C@H](N(C1)C(=O)OC(C)(C)C)C